carbonyl-pyrrolidine-3-carboxylic acid C(=O)=C1NCCC1C(=O)O